[N+](=O)([O-])C=1C=NN2C1N=C(C=C2)Cl 3-nitro-5-chloropyrazolo[1,5-a]Pyrimidine